4-[(1R)-1-[3-(1-fluoro-8-{4-fluoro-2-[(3R)-3-methylmorpholine-4-carbonyl]phenyl}-3-methylimidazo[1,5-a]pyridin-6-yl)azetidin-1-yl]ethyl]piperidine-1-carboxylic acid tert-butyl ester C(C)(C)(C)OC(=O)N1CCC(CC1)[C@@H](C)N1CC(C1)C=1C=C(C=2N(C1)C(=NC2F)C)C2=C(C=C(C=C2)F)C(=O)N2[C@@H](COCC2)C